BrCCCCCCO[Si](OC(CSSCCCCCCCCCCCC)OCCCCCCCC\C=C/CCCCCCCC)(C)C (Z)-1-bromo-8,8-dimethyl-10-(octadec-9-en-1-yloxy)-7,9-dioxa-12,13-dithia-8-silapentacosane